4-benzyl-3,4-dihydro-2H-benzo[b][1,4]thiazine-6-carboxylic acid C(C1=CC=CC=C1)N1C2=C(SCC1)C=CC(=C2)C(=O)O